S(=O)(=O)([O-])C1=CC=C(C=C1)P(C1=CC=CC=C1)C1=CC=C(C=C1)S(=O)(=O)[O-] bis(p-sulfonatophenyl)phenylphosphine